N-[(1R,5S)-3-azabicyclo[3.1.0]hexan-6-yl]-3-chloro-quinolin-2-amine [C@@H]12CNC[C@H]2C1NC1=NC2=CC=CC=C2C=C1Cl